5-ISOPROPYL-2-METHOXYQUINOLIN-3-YLBORONIC ACID C(C)(C)C1=C2C=C(C(=NC2=CC=C1)OC)B(O)O